(R)-8-(benzyloxy)-5-(1-hydroxy-2-morpholinoethyl)quinolin-2(1H)-one C(C1=CC=CC=C1)OC=1C=CC(=C2C=CC(NC12)=O)[C@H](CN1CCOCC1)O